hexamethylenebis-(maleimide) C1(C(=CC(N1)=O)CCCCCCC=1C(=O)NC(C1)=O)=O